ICC=1C=C(C=C(C1)C)ON1C(OCC1)=O (Z)-5-(iodomethyl)-3-tolyloxyoxazolidin-2-one